4,4,5,5,6,6,6-heptafluoro-1-hexene FC(CC=C)(C(C(F)(F)F)(F)F)F